BrC=1C=C(C=C2CCC(C12)(O)CC)F 7-bromo-1-ethyl-5-fluoro-2,3-dihydro-1H-inden-1-ol